1-(4-(3,5-dichloro-4-(3-Chloro-2-hydroxypropoxy)benzyl)phenoxy)-3-methoxy-propan ClC=1C=C(CC2=CC=C(OCCCOC)C=C2)C=C(C1OCC(CCl)O)Cl